C(C)(=O)[O-].[Na+].O=C1NC(CCC1N1C(C2=CC=C(C=C2C1=O)F)=O)=O 2-(2,6-Dioxopiperidin-3-yl)-5-fluoro-1H-isoindole-1,3(2H)-dione Sodium acetate